NC=1N=C(C2=C(N1)N(C(=C2)C(=O)N(C)C)C2CCCC2)OC2=CC=C(C=C2)CO 2-amino-7-cyclopentyl-4-(4-(hydroxymethyl)phenoxy)-N,N-dimethyl-7H-pyrrolo[2,3-d]pyrimidine-6-carboxamide